C(C)(C)OC[C@]1(CN(CC1)C(C)(CC)C=1C=CC(=NC1)C)CCC=1SC=CC1 |o1:5| 5-(2-((R or S)-3-(isopropoxy-methyl)-3-(2-(thiophen-2-yl)ethyl)pyrrolidin-1-yl)butan-2-yl)-2-methylpyridine